lithium dimethyl (phosphite) P(OC)(OC)[O-].[Li+]